C(=O)(OC(C)(C)C)NCCCCCN N-Boc-1,5-pentylenediamine